4-((2-(3-(6-fluoro-[1,2,4]triazolo[4,3-a]pyridin-7-yl)propyl)-2-azaspiro[3.3]heptan-6-yl)oxy)-2,7-dimethylisoindolin-1-one FC=1C(=CC=2N(C1)C=NN2)CCCN2CC1(C2)CC(C1)OC1=C2CN(C(C2=C(C=C1)C)=O)C